1-(5'H,7'H-spiro[cyclopropane-1,4'-thieno[2,3-c]pyran]-7'-yl)-N-methylmethylamine S1C=CC2=C1C(OCC21CC1)CNC